C(C)(=O)OC[C@@H]1O[C@@H]([C@H]([C@H]1CC(=O)[O-])CC(=O)[O-])C=1C(NC(N(C1)CCN(C)C)=O)=O (2R,3R,4S,5S)-2-(acetoxymethyl)-5-(1-(2-(dimethylamino)ethyl)-2,4-Diketo-1,2,3,4-tetrahydropyrimidin-5-yl)tetrahydrofuran-3,4-diacetate